6-((2S*,3R*)-2-benzyl-3-methylpyrrolidin-1-yl)-4-chloro-1-(3-methoxypropyl)pyridin-2(1H)-one C(C1=CC=CC=C1)[C@@H]1N(CC[C@H]1C)C1=CC(=CC(N1CCCOC)=O)Cl |o1:7,11|